C(C)(C)(C)N1C(=CC(=C1)OS(=O)(=O)C(F)(F)F)C 1-tert-butyl-2-methyl-4-(((trifluoromethyl)sulfonyl)oxy)-1H-pyrrole